N-(3,4-dimethylphenyl)-5-(4,4,5,5-tetramethyl-1,3,2-dioxaborolan-2-yl)pyrimidin-2-amine CC=1C=C(C=CC1C)NC1=NC=C(C=N1)B1OC(C(O1)(C)C)(C)C